IC=1C=C2CCC(OC2=CC1OCOCCOC)(C)C 6-iodo-7-((2-methoxyethoxy)methoxy)-2,2-dimethylchroman